CC=1CC[C@H]([C@@H](C1)C=1C(=CC(=CC1OCCC)CCCCC)O)C(=C)C (1'R,2'R)-5'-Methyl-4-pentyl-2'-(prop-1-en-2-yl)-6-propoxy-1',2',3',4'-tetrahydro-[1,1'-biphenyl]-2-ol